methyl 4,5-difluoro-2-vinylbenzoate FC1=CC(=C(C(=O)OC)C=C1F)C=C